4-[[2-(5-chloro-2-hydroxy-phenyl)acetyl]amino]-N-(1-methylcyclopropyl)pyridine-2-carboxamide ClC=1C=CC(=C(C1)CC(=O)NC1=CC(=NC=C1)C(=O)NC1(CC1)C)O